CC1=CC=C(C(=O)N/N=C/CC(C)C)C=C1 (E)-4-methyl-N'-(3-methylbutylidene)benzohydrazide